FC1=CC=C(C=C1)OP(=O)(OC1=CC=C(C=C1)F)[O-] bis(4-fluorophenyl)phosphate